[Cl-].O1COC2=C1C=CC=C2C[NH2+]CC=2C=NC(=CC2)N2CCCCC2 1,3-benzodioxol-4-ylmethyl-[[6-(1-piperidyl)-3-pyridyl]methyl]ammonium chloride